BrC1=CC(=CC=2C3=CC(=CC=C3NC12)I)I 1-bromo-3,6-Diiodocarbazole